4,4'-difluoro-2',5,6'-trimethyl-[1,1'-biphenyl] FC1=CC=C(C=C1C)C1=C(C=C(C=C1C)F)C